C1(CC1)OC[C@@H](N1C(N[C@@H](C1)C(F)(F)F)=O)C1=CC=2N(N=C1)C=C(N2)[C@H](CCC(C(F)(F)F)(C)C)NC(OC(C)(C)C)=O tert-Butyl ((S)-1-(7-((S)-2-cyclopropoxy-1-((S)-2-oxo-4-(trifluoromethyl)imidazolidin-1-yl)ethyl)imidazo[1,2-b]pyridazin-2-yl)-5,5,5-trifluoro-4,4-dimethylpentyl)carbamate